C(CCCCCCCCCCCCCC=CCCCCCCCC)(=O)OCCCCCCCCCCCCCCCCCCCCCCCCCC(=O)O 26-(tetracos-15-enoyloxy)-hexacosanoic acid